methyl-hexenone CCC(C=CCC)=O